sodium lactoyl lactate C(C(O)C)(=O)OC(C(O)C)=O.[Na]